3-[(trans)-2-[5-(diethylaminomethyl)-2-pyridinyl]vinyl]-1-tetrahydropyran-2-ylindazol-6-amine C(C)N(CC)CC=1C=CC(=NC1)/C=C/C1=NN(C2=CC(=CC=C12)N)C1OCCCC1